ClC1=C(C(=CC=C1)Cl)CC(=O)NC1=CC(=NC=C1)N(C(C)=O)C1=CC(=CC=C1)F N-{4-[2-(2,6-dichlorophenyl)acetylamino]pyridin-2-yl}-N-(3-fluorophenyl)acetamide